[Cl-].C(CCCCCCCCCCC)[N+](CC1=CC=CC=C1)(CC)CC N-dodecyl-N,N-diethyl-N-benzyl-ammonium chloride